tert-butyl 5-carbonyl-2,6-diazaspiro[3.4]octane-2-carboxylate C(=O)=C1C2(CN(C2)C(=O)OC(C)(C)C)CCN1